1,1,1,3,3,3-hexafluoro-propan-2-yl (±)-1-((6-(trifluoro-methyl)pyridin-3-yl)carbamoyl)-6-aza-spiro[2.5]octane-6-carboxylate FC(C1=CC=C(C=N1)NC(=O)[C@@H]1CC12CCN(CC2)C(=O)OC(C(F)(F)F)C(F)(F)F)(F)F |r|